2-{4-carboxy-2',4'-dichloro-[1,1'-biphenyl]-3-yl}-1,3-dioxo-2,3-dihydro-1H-isoindole C(=O)(O)C1=C(C=C(C=C1)C1=C(C=C(C=C1)Cl)Cl)N1C(C2=CC=CC=C2C1=O)=O